[Na+].S(=O)(=O)(OCCCCCCCCCCCC)[O-] lauryl sulphate sodium salt